2-[ETHYL(2-OXOETHYL)AMINO]-N-(PROPAN-2-YL)ACETAMIDE C(C)N(CC(=O)NC(C)C)CC=O